C(C1=CC=CC=C1)N(C(C(N)=O)=O)CC1=NC(=CC=C1)C(F)(F)F N'-benzyl-N'-[[6-(trifluoromethyl)-2-pyridyl]methyl]oxamide